FC=1C=C(C(=O)C2=CC(=C(OC3=CC=C4C(=C(N=C(C4=C3)OC)C(=O)NCC(=O)O)O)C(=C2)C)C)C=C(C1)OC (7-(4-(3-fluoro-5-methoxybenzoyl)-2,6-dimethylphenoxy)-4-hydroxy-1-methoxyisoquinoline-3-carbonyl)glycine